(S)-1,3-dimethylpiperazine dihydrochloride Cl.Cl.CN1C[C@@H](NCC1)C